CN1C[C@@H]2C([C@@H]2C1)NC=1N=CC2=C(N1)C(=NC=C2)N2CC1(CC2)CN(CC1)S(=O)(=O)C N-((1R,5S,6s)-3-methyl-3-azabicyclo[3.1.0]hexan-6-yl)-8-(7-(methylsulfonyl)-2,7-diazaspiro[4.4]nonan-2-yl)pyrido[3,4-d]pyrimidin-2-amine